C(C1=CC=CC=C1)(=O)NC(C(O)C(=O)O)C1=CC=CC=C1 N-benzoyl-3-phenylisoserine